4,8,12,17,21,25-hexamethylhexacosa-4,8,12,16,20,24-hexaeneamide CC(CCC(=O)N)=CCCC(=CCCC(=CCCC=C(CCC=C(CCC=C(C)C)C)C)C)C